6-Chloro-3-ethyl-2-(hydroxy-diphenylmethyl)-pyrazolo[1,5-a]pyridine-5-carboxylic acid (1-ethyl-1H-[1,2,4]triazol-3-yl)-amide C(C)N1N=C(N=C1)NC(=O)C1=CC=2N(C=C1Cl)N=C(C2CC)C(C2=CC=CC=C2)(C2=CC=CC=C2)O